BrC1=CC=C(C=C1)CCCCCCCCCCCCCCCCCCCCCC=C 1-bromo-4-(tricos-22-en-1-yl)benzene